ClC=1C=C(C=NC1N1N=CC=N1)NC(=O)[C@H]1C[C@@](C2=C1C=NC=1N2N=C(C1)F)(C(F)(F)F)C (6s,8S)-N-(5-chloro-6-(2H-1,2,3-triazol-2-yl)pyridin-3-yl)-2-fluoro-8-methyl-8-(trifluoromethyl)-7,8-dihydro-6H-cyclopenta[e]pyrazolo[1,5-a]pyrimidine-6-carboxamide